NC1=NC=CC=C1C1=NC=2C(=NC(=CC2)C2=CC=CC=C2)N1C=1C=CC(=NC1C)NC1CCC(CC1)C(=O)O (1s,4s)-4-((5-(2-(2-aminopyridin-3-yl)-5-phenyl-3H-imidazo[4,5-b]pyridin-3-yl)-6-methylpyridin-2-yl)amino)cyclohexane-1-carboxylic acid